CS(=O)(=O)C=1C=C(C=CC1)C1=NC=CC(=N1)CO (2-(3-(methylsulfonyl)phenyl)pyrimidin-4-yl)methanol